N-[(2-chloropyridin-4-yl)methyl]-1-(3,5-difluorophenyl)-3-methyl-5-oxopyrrolidine-3-carboxamide ClC1=NC=CC(=C1)CNC(=O)C1(CN(C(C1)=O)C1=CC(=CC(=C1)F)F)C